N=1C=2C(C=CC1)=CCOC2 Pyrano[3,4-b]Pyridine